(3aS,4R,6aR)-4-(4-boronobutyl)-1-((1-(cyclohexanecarbonyloxy)-2-methylpropoxy)carbonyl)octahydropyrrolo[3,4-b]pyrrole-4-carboxylic acid hydrochloride Cl.B(O)(O)CCCC[C@]1(NC[C@@H]2N(CC[C@@H]21)C(=O)OC(C(C)C)OC(=O)C2CCCCC2)C(=O)O